N-(4-bromo-2-cyclopropyl-5-methylphenyl)-3-ethyl-5-methylpyridin-2-amine BrC1=CC(=C(C=C1C)NC1=NC=C(C=C1CC)C)C1CC1